O=C1CC(OCC1)C(=O)OCC Ethyl 4-oxotetrahydro-2H-pyran-2-carboxylate